ClC=1C=C2C(=NC(N(C2=CC1OC1CNCC1)C)=O)N1CCOCC2=C1C=CC=C2C#CC2(CC2)C(F)(F)F 6-chloro-1-methyl-7-(pyrrolidin-3-yloxy)-4-(6-((1-(trifluoromethyl)cyclopropyl)ethynyl)-2,3-dihydrobenzo[e][1,4]oxazepin-1(5H)-yl)quinazolin-2(1H)-one